C1C=2C(C(=CC1[2H])[2H])=NC1=C(C(=C3N=C4C=C(C(=CC4=C3C12)[2H])[2H])[2H])[2H] dihydroindolo[2,3-c]carbazole-2,4,6,7,10,11-d6